tert-butyl (2S,4S)-4-(7-bromo-4-oxoquinazolin-3(4H)-yl)-2-methylpiperidine-1-carboxylate BrC1=CC=C2C(N(C=NC2=C1)[C@@H]1C[C@@H](N(CC1)C(=O)OC(C)(C)C)C)=O